COC(C1=CC(=C(C=C1)C(COC)(F)F)Br)=O 3-Bromo-4-(1,1-difluoro-2-methoxyethyl)benzoic acid methyl ester